C(C)(C)(C)C=1C=C2C(C=CC(C2=CC1C(C)(C)C)=O)=O 6,7-di-t-butyl-1,4-naphthoquinone